O[C@H]1CC[C@@]2([C@H]3CC[C@@]4([C@H](CC[C@H]4[C@@H]3CC=C2C1)[C@@H](CCC(=O)N1CCOCC1)C)C)C (R)-4-((3S,8S,9S,10R,13R,14S,17R)-3-hydroxy-10,13-dimethyl-2,3,4,7,8,9,10,11,12,13,14,15,16,17-tetradecahydro-1H-cyclopenta[a]phenanthren-17-yl)-1-morpholinopentan-1-one